6-((1-Benzylpiperidin-4-yl)(methyl)amino)-5-methyl-N-(thiazol-4-yl)pyridine-3-sulfonamide trifluoroacetate FC(C(=O)O)(F)F.C(C1=CC=CC=C1)N1CCC(CC1)N(C1=C(C=C(C=N1)S(=O)(=O)NC=1N=CSC1)C)C